1-(4-(2-(4-bromophenyl)-propan-2-yl)thiazol-2-yl)-3-(1-(4-((4-methylpiperazin-1-yl)methyl)phenyl)-ethyl)urea BrC1=CC=C(C=C1)C(C)(C)C=1N=C(SC1)NC(=O)NC(C)C1=CC=C(C=C1)CN1CCN(CC1)C